di-tert-butyl 1,1'-(6-oxoundecane-1,11-diyl)-bis(cyclopropane-1-carboxylate) O=C(CCCCCC1(CC1)C(=O)OC(C)(C)C)CCCCCC1(CC1)C(=O)OC(C)(C)C